7-hydroxy-4-((3-(2-morpholinoethyl)-2,4-dioxo-3,4-dihydroquinazolin-1(2H)-yl)methyl)benzamide OC1=CC=C2C(N(C(N(C2=C1)CC1=CC=C(C(=O)N)C=C1)=O)CCN1CCOCC1)=O